diethoxy thiophosphate P(=S)(OOCC)(OOCC)[O-]